4-benzoyl-2'-deoxycytidine C(C1=CC=CC=C1)(=O)C1(NC(N([C@H]2C[C@H](O)[C@@H](CO)O2)C=C1)=O)N